1-((1H-indol-5-yl)sulfonyl)-N-(3-ethylphenyl)-1H-pyrrole-3-carboxamide N1C=CC2=CC(=CC=C12)S(=O)(=O)N1C=C(C=C1)C(=O)NC1=CC(=CC=C1)CC